FC(C1=CC(=NN1CC(=O)N1C[C@H](CC1)NC(OC(C)(C)C)=O)C1=NC(=NO1)C1(CC1)C1=C(C=CC=C1)C)F tert-butyl (S)-(1-(2-(5-(difluoromethyl)-3-(3-(1-(o-tolyl)cyclopropyl)-1,2,4-oxadiazol-5-yl)-1H-pyrazol-1-yl)acetyl)pyrrolidin-3-yl)carbamate